C(CCCCCCCCC)C(C(=O)[O-])(C(=O)[O-])CCCCCCCCCC.[K+].[Na+] sodium potassium 2,2-didecylmalonate